5-(8-(7-cyclopropyl-1,3-dimethyl-2-oxo-2,3-dihydro-1H-benzo[d]imidazol-5-yl)isoquinolin-3-yl)-N-(3-(4-(2,6-dioxopiperidin-3-yl)benzofuran-2-yl)prop-2-yn-1-yl)picolinamide C1(CC1)C1=CC(=CC2=C1N(C(N2C)=O)C)C=2C=CC=C1C=C(N=CC21)C=2C=CC(=NC2)C(=O)NCC#CC=2OC1=C(C2)C(=CC=C1)C1C(NC(CC1)=O)=O